(R)-(5-(1-aminoethyl)-2,3-dihydro-1H-indol-1-yl)(3-fluorophenyl)methanone N[C@H](C)C=1C=C2CCN(C2=CC1)C(=O)C1=CC(=CC=C1)F